(S)-3-((1,3-dioxolan-2-yl)methyl)-3-methyl-5-(p-tolyl)-1-tosyl-1,2,3,6-tetrahydropyridine O1C(OCC1)C[C@@]1(CN(CC(=C1)C1=CC=C(C=C1)C)S(=O)(=O)C1=CC=C(C)C=C1)C